(3R,4R)-4-[[3-(2,6-dioxo-3-piperidinyl)-1-methyl-indazol-6-yl] amino]-3-methyl-piperidine-1-carboxylate O=C1NC(CCC1C1=NN(C2=CC(=CC=C12)N[C@H]1[C@@H](CN(CC1)C(=O)[O-])C)C)=O